tert-butyl (S)-methyl-4-oxo-piperidine-1-carboxylate C[C@@H]1N(CCC(C1)=O)C(=O)OC(C)(C)C